C1=CC=CC2=CC=C(C=C12)O naphthalene-7-ol